ONC(C1=CC=C(C=C1)CN1C(N(C(C2=CC=CC=C12)=O)CCC1=CC=C(C=C1)O)=O)=O N-hydroxy-4-((3-(4-hydroxyphenylethyl)-2,4-dioxo-3,4-dihydroquinazolin-1(2H)-yl)methyl)benzamide